5-bromo-1-cyclopentylpyridine BrC=1C=CCN(C1)C1CCCC1